ClC1=CC(=C(C=N1)C1=NC=C(C=C1F)S(=O)(=O)C)F 6'-Chloro-3,4'-difluoro-5-(methylsulfonyl)-2,3'-bipyridine